tert-butyl (1R,3S)-3-((5-fluoro-4-(3-(5-methyl-2-oxopyridin-1(2H)-yl)phenyl)pyrimidin-2-yl)amino)cyclohexane-1-carboxylate FC=1C(=NC(=NC1)N[C@@H]1C[C@@H](CCC1)C(=O)OC(C)(C)C)C1=CC(=CC=C1)N1C(C=CC(=C1)C)=O